C(C(C)=C)OCC(C(=O)OCCOC1=CC=CC=C1)=C phenoxyethyl α-methallyloxymethylacrylate